1-(3,5-difluoropyridin-2-yl)ethylamine hydrochloride Cl.FC=1C(=NC=C(C1)F)C(C)N